2-Phenyl-3H-indol-3-one C1(=CC=CC=C1)C1=NC2=CC=CC=C2C1=O